C(C)[S@](=O)(=NC1=NC(=NC(=C1)N1[C@@H](COCC1)C)C1=C2C(=NC=C1)NC=C2)C (S)-ethyl(methyl)((6-((R)-3-methylmorpholino)-2-(1H-pyrrolo[2,3-b]pyridin-4-yl)pyrimidin-4-yl)imino)-λ6-sulfanone